6-chloro-3-(2,2,2-trifluoroacetamido)-2-(2,2,2-trifluoroethoxy)pyridine ClC1=CC=C(C(=N1)OCC(F)(F)F)NC(C(F)(F)F)=O